C1(CCCCC1)C(CC)OC([C@@H](NC(=O)C1=NC=CC(=C1OC(C)=O)OC)C)=O [[3-(acetyloxy)-4-methoxy-2-pyridinyl]carbonyl]-L-alanine 1-cyclohexylpropyl ester